C1(CC(=CC=C1)C)(C)S(=O)(=O)OC=1C=C(C=CC1)NC(=O)NC1=CC(=CC=C1)OS(=O)(=O)C1(CC(=CC=C1)C)C N,N'-bis-[3-(m-xylenesulfonyloxy)phenyl]urea